2-methyl-6-(3-methoxyphenyl)-2H-indazole CN1N=C2C=C(C=CC2=C1)C1=CC(=CC=C1)OC